iodopyrimidine IC1=NC=CC=N1